BrC=1C=C(C2=CN(N=C2C1Cl)C(C(=O)[C@H]1N(C[C@@H](C1)F)C(=O)OC(C)(C)C)C(OCC)=O)Cl tert-butyl (2S,4R)-2-(2-(6-bromo-4,7-dichloro-2H-indazol-2-yl)-3-ethoxy oxopropanoyl)-4-fluoropyrrolidine-1-carboxylate